(cyclopentadienyl)dimethyldimethyl-(trimethylsiloxy)silylmethylplatinum C1(C=CC=C1)[Pt](C[Si](O[Si](C)(C)C)(C)C)(C)C